C(C)(C)(C)OC(=O)N1CC(C1)OS(=O)(=O)C 3-((methylsulfonyl)oxy)azetidine-1-carboxylic acid tert-butyl ester